(heptane-4-yl)-benzo[d][1,3]dioxolane-5-carboxamide CCCC(CCC)C1OC2=C(O1)C=CC(=C2)C(=O)N